tert-butyl 4-(4-(2-((2-chloro-4-(trifluoromethyl)phenyl)amino)-2-oxoethyl)-5-ethyl-2-(2-methoxypyridin-4-yl)-7-oxo-4,7-dihydrothiazolo[5,4-b]pyridin-6-yl)piperazine-1-carboxylate ClC1=C(C=CC(=C1)C(F)(F)F)NC(CN1C2=C(C(C(=C1CC)N1CCN(CC1)C(=O)OC(C)(C)C)=O)N=C(S2)C2=CC(=NC=C2)OC)=O